5-(3-(methylthio)phenyl)-N-propyl-2-(4-(trifluoromethyl)phenyl)Oxazole-4-carboxylic acid amide CSC=1C=C(C=CC1)C1=C(N=C(O1)C1=CC=C(C=C1)C(F)(F)F)C(=O)NCCC